dibromoisobutyryl bromide BrCC(C(=O)Br)(C)Br